O=C1N(CC2=CC(=CC=C12)CN1CCN(CC1)C1=CC=C(C=C1)C=1C=NC=2N(C1)N=CC2C2=C1C=CC=NC1=CC=C2)C2C(NC(CC2)=O)=O 3-(1-oxo-5-((4-(4-(3-(quinolin-5-yl)pyrazolo[1,5-a]pyrimidin-6-yl)phenyl)piperazine-1-yl)methyl)isoindoline-2-yl)piperidine-2,6-dione